BrC=1C=C(C=CC1)C1C(C1C)C(=O)NN 2-(3-bromophenyl)-3-methylcyclopropane-1-carbohydrazide